C(C)(=O)N(C(CC)C1CCN(CC1)C(=O)OC(C)(C)C)CC tert-Butyl 4-{1-[acetyl(ethyl)amino]propyl}piperidine-1-carboxylate